1-hexylnonyl 8-[2-(tert-butoxycarbonylamino)ethyl-(6-oxo-6-undecoxy-hexyl) amino]octanoate C(C)(C)(C)OC(=O)NCCN(CCCCCCCC(=O)OC(CCCCCCCC)CCCCCC)CCCCCC(OCCCCCCCCCCC)=O